C(C)(C)(C)OC(=O)N1CCN(CC1)CCCCC(=O)O 5-(4-(tert-butoxycarbonyl)piperazin-1-yl)valeric acid